(5-(2-fluorobenzoyl)-1-methyl-1H-pyrrol-2-yl)(3-methyl-3-(pyridin-2-yl)azetidin-1-yl)methanone FC1=C(C(=O)C2=CC=C(N2C)C(=O)N2CC(C2)(C2=NC=CC=C2)C)C=CC=C1